tert-butyl (2R,4R)-4-(tert-butoxycarbonylamino)-2-hydroxy-8-azaspiro[4.5]decane-8-carboxylate C(C)(C)(C)OC(=O)N[C@@H]1C[C@@H](CC12CCN(CC2)C(=O)OC(C)(C)C)O